C1(=C(C=CC=C1)C1=C(C#N)C=CC=C1)C o-tolylbenzonitrile